2-(((tert-butyldimethylsilyl)oxy)methyl)-6-cyclopropyl-[1,2,4]triazolo[1,5-a]pyrimidine [Si](C)(C)(C(C)(C)C)OCC1=NN2C(N=CC(=C2)C2CC2)=N1